rel-(R)-6-(cyclopropanecarboxamido)-4-((2-ethyl-4,5-dimethyl-4,5-dihydro-2H-[1,2,3]triazolo[4,5-c]quinolin-6-yl)amino)-N-(methyl-d3)pyridazine-3-carboxamide C1(CC1)C(=O)NC1=CC(=C(N=N1)C(=O)NC([2H])([2H])[2H])NC1=CC=CC=2C=3C([C@H](N(C12)C)C)=NN(N3)CC |o1:27|